FC1=CC=C(C=N1)N1C(N([C@H](C1)C#N)C1=CN=CC2=CC=CC=C12)=O |r| Racemic-1-(6-fluoropyridin-3-yl)-3-(isoquinolin-4-yl)-2-oxoimidazolidine-4-carbonitrile